Dimethyl 12,12'-((2-chloroethyl)azanediyl)didodecanoate ClCCN(CCCCCCCCCCCC(=O)OC)CCCCCCCCCCCC(=O)OC